C(C)OC(=O)C=1C=NN(C1C(F)(F)F)C1=C2CCCNC2=CC=C1 1-(1,2,3,4-tetrahydroquinolin-5-yl)-5-(trifluoromethyl)-1H-pyrazole-4-carboxylic acid ethyl ester